OCCNC(O[C@H]1[C@H](NC[C@@H]1O)CC1=CC=C(C=C1)OC)=O (2R,3S,4S)-4-hydroxy-2-[(4-methoxy phenyl)methyl]pyrrolidin-3-yl N-(2-hydroxyethyl)carbamate